C(C)(=O)NC=1C=C(C(=O)NCCOC2=C(C=C(C=C2)C(F)(F)F)F)C=CN1 2-acetamido-N-(2-(2-fluoro-4-(trifluoromethyl)phenoxy)ethyl)isonicotinamide